CC12CCC3C(OC=4C=C(C=C(C4C3C1)O2)CCCCC)(C)C 1,5,5-trimethyl-9-pentyl-6,15-dioxatetracyclo[9.3.1.04,13.07,12]-pentadeca-7(12),8,10-triene